tert-butyl (2-(2-(2-(2-(4-((5-(((5-(tert-butyl)oxazol-2-yl)methyl)thio)thiazol-2-yl)carbamoyl)piperidin-1-yl)acetamido)ethoxy)ethoxy)ethyl)carbamate C(C)(C)(C)C1=CN=C(O1)CSC1=CN=C(S1)NC(=O)C1CCN(CC1)CC(=O)NCCOCCOCCNC(OC(C)(C)C)=O